1-[3-[1,3-benzodioxol-5-yl(methyl)carbamoyl]phenyl]-4-chloro-5-methyl-pyrazole-3-carboxylic acid O1COC2=C1C=CC(=C2)N(C(=O)C=2C=C(C=CC2)N2N=C(C(=C2C)Cl)C(=O)O)C